(E)-1-(prop-1-en-1-yl)isoquinoline C(=C\C)/C1=NC=CC2=CC=CC=C12